C(CCCCCCCCCCCCCCCCC)OC(C1=CC(=C(C(=C1)C(C)(C)C)O)C(C)(C)C)=O octadecyl-3,5-ditert-butyl-4-hydroxybenzoate